CN(CCC1(C(C=C(C=C1)NC=1N=C(C2=C(N1)NC=C2)C2=CNC1=C(C=CC=C21)C)N)NC)C 1-(2-(dimethylamino)ethyl)-N1-methyl-N4-(4-(7-methyl-1H-indol-3-yl)-7H-pyrrolo[2,3-d]pyrimidin-2-yl)benzene-1,2,4-triamine